chlorine Water O.[Cl]